6-methylpyrrolo[1,2-a]quinoxaline CC1=C2N=CC=3N(C2=CC=C1)C=CC3